trans-4-((4-(2-Cyclopropyloxazol-4-yl)pyridine-2-yl)((trans-4-(6-methoxy-5-methylpyridin-3-yl)cyclohexyl)methyl)carbamoyl)cyclohexyl methylcarbamate CNC(O[C@@H]1CC[C@H](CC1)C(N(C[C@@H]1CC[C@H](CC1)C=1C=NC(=C(C1)C)OC)C1=NC=CC(=C1)C=1N=C(OC1)C1CC1)=O)=O